BrC=1C=C(C(=NC1)OCCCN(C)C)NS(=O)(=O)C1=CC=C(C=C1)F N-(5-Bromo-2-(3-(dimethylamino)propoxy)pyridin-3-yl)-4-fluorobenzenesulfonamide